C(C)C1=C(C=CC(=C1)O)N=C(N)C1=C(C=2N(N=C1)C=C(C2)C2=NC=CC=C2C)NC2COCC2 N'-(2-ethyl-4-hydroxyphenyl)-6-(3-methylpyridin-2-yl)-4-[(tetrahydrofuran-3-yl)amino]pyrrolo[1,2-b]pyridazine-3-carboximidamide